O1C=NC=C1C1=CC(=NN1)C1=C(C2=CC=CC=C2C=C1)O 2-(5-(Oxazol-5-yl)-1H-pyrazol-3-yl)naphthalen-1-ol